(R,E)-N-((R*)-1-(7-bromo-5-cyclopropylpyrazolo[1,5-a]pyridin-2-yl)ethyl)-2-methylpropane-2-sulfinamide BrC1=CC(=CC=2N1N=C(C2)[C@@H](C)N[S@](=O)C(C)(C)C)C2CC2 |o1:10|